3-(2,2-difluoroethoxy)-N-methyl-N-(1-methylpiperidin-4-yl)benzamide FC(COC=1C=C(C(=O)N(C2CCN(CC2)C)C)C=CC1)F